CC1(CC2=C(SC=3NC(N(C(C32)=O)C=3C=C2C=CN(C2=CC3)C)=O)C(O1)(C)C)C 6,6,8,8-tetramethyl-3-(1-methyl-1H-indol-5-yl)-1,5,6,8-tetrahydro-2H-pyrano[4',3':4,5]thieno[2,3-d]pyrimidine-2,4(3H)-dione